CN(C1=CC=C(C=C1)C=CCCCC1=CC=CC=C1)C N,N-Dimethyl-4-(5-phenylpent-1-en-1-yl)aniline